C1(=CC=CC=C1)S(=O)(=O)N1CC2(CC2C1)C#CC1=NC=CC=C1 3-(phenyl-sulfonyl)-1-(pyridin-2-ylethynyl)-3-azabicyclo[3.1.0]hexane